(S)-4-(4-(2-(1-aminopiperidin-4-yl)ethyl)piperazin-1-yl)-N-(2,6-dioxopiperidin-3-yl)-2-fluorobenzamide NN1CCC(CC1)CCN1CCN(CC1)C1=CC(=C(C(=O)N[C@@H]2C(NC(CC2)=O)=O)C=C1)F